C(C1=CC=CC=C1)(C1=CC=CC=C1)N1[C@H]2CN([C@@H](C1)C2)CC=2C=C1CN(C(C1=CC2)=O)C2C(NC(CC2)=O)=O 3-(5-(((1R,4R)-5-benzhydryl-2,5-diazabicyclo[2.2.1]heptane-2-yl)methyl)-1-oxoisoindolin-2-yl)piperidine-2,6-dione